2-(PYRIMIDIN-2-YL)ACETALDEHYDE N1=C(N=CC=C1)CC=O